BrC1=C(C=C2CCN3C(C2=C1)=C(N=C3C(=O)N[C@](C(=O)OC)(CC(F)(F)F)C)C3CC(C3)(F)F)OC methyl (S)-2-(9-bromo-1-(3,3-difluorocyclobutyl)-8-methoxy-5,6-dihydroimidazo[5,1-a]isoquinoline-3-carboxamido)-4,4,4-trifluoro-2-methylbutanoate